tert-butyl 6,6-difluoro-3-{methyl [8-(1,2,3-triazol-2-yl)-6H-isochromeno[3,4-b]pyridin-3-yl]amino}-8-azabicyclo[3.2.1]octane-8-carboxylatE FC1(C2CC(CC(C1)N2C(=O)OC(C)(C)C)N(C2=CC=C1C(=N2)OCC=2C=C(C=CC21)N2N=CC=N2)C)F